CC=1C=C2C(C3CC=C4C(C3C(C2=CC1)=O)C4(C)C)=O 6,11,11-trimethyl-1,4,4a,9a-tetrahydromethanoanthraquinone